CN(C)CC=1SC(=C(N1)C(F)(F)F)C1=NC(=NC=C1C)NC1CCN(CC1)S(=O)(=O)C 4-[2-[(dimethylamino)methyl]-4-(trifluoromethyl)thiazol-5-yl]-5-methyl-N-(1-methylsulfonyl-4-piperidyl)pyrimidin-2-amine